3,4-dimethyl-1-benzofuran CC1=COC2=C1C(=CC=C2)C